N-[1-(3-methyl-2-nitro-imidazol-4-yl)ethyl]-N-[7-morpholino-5-[4-[[5-[4-(2,2,2-trifluoroethyl)piperazin-1-yl]pyrimidin-2-yl]amino]cyclohexoxy]-1,6-naphthyridin-3-yl]methanesulfonamide CN1C(=NC=C1C(C)N(S(=O)(=O)C)C=1C=NC2=CC(=NC(=C2C1)OC1CCC(CC1)NC1=NC=C(C=N1)N1CCN(CC1)CC(F)(F)F)N1CCOCC1)[N+](=O)[O-]